palladium-iron chloride [Fe](Cl)Cl.[Pd]